FC1=C(C=CC(=C1)C(F)(F)F)C=1SC(=C(N1)C)CSC1=CC(=C(OC(C(=O)O)(C)C)C=C1)C 2-{4-[({2-[2-Fluoro-4-(trifluoromethyl)phenyl]-4-methyl-1,3-thiazol-5-yl}methyl)sulfanyl]-2-methylphenoxy}-2-methylpropanoic acid